6-(azetidin-3-yloxy)pyrimidine-4-carbonitrile hydrochloride Cl.N1CC(C1)OC1=CC(=NC=N1)C#N